C(C)OC(=O)C1=CC2=C(S1)C=C(C(=C2)Br)OC 5-bromo-6-methoxybenzo[b]thiophene-2-carboxylic acid ethyl ester